NC1=NC2=CC(=CC(=C2C=C1F)F)C[C@@H]1CC[C@]2([C@@H]1O[C@H]([C@@H]2O)N2C=C(C1=C2N=CN=C1N)F)O (2R,3R,3aS,6S,6aR)-6-((2-amino-3,5-difluoroquinolin-7-yl)methyl)-2-(4-amino-5-fluoro-7H-pyrrolo[2,3-d]pyrimidin-7-yl)hexahydro-3aH-cyclopenta[b]furan-3,3a-diol